N'-acetyl-4-amino-N',1-dimethyl-N-(2,4,5-trifluorobenzyl)-1H-pyrazolo[4,3-c]quinoline-8-carbohydrazide C(C)(=O)N(N(C(=O)C1=CC=2C3=C(C(=NC2C=C1)N)C=NN3C)CC3=C(C=C(C(=C3)F)F)F)C